hexa(ethoxymethyl)melamine C(C)OCN(C1=NC(=NC(=N1)N(COCC)COCC)N(COCC)COCC)COCC